C(C)OC(=O)C1=C(N(C(C=C1)=O)C)N1CCOCC1 1-methyl-2-morpholino-6-oxo-1,6-dihydropyridine-3-carboxylic acid ethyl ester